C(C)(C)(C)[C@H]1C[C@H](N(CC1)C([C@@H](CC(C)C)O)=O)C(=O)N[C@@H](C[C@H]1C(NCC1)=O)C(COC(F)(F)F)=O (2S,4R)-4-(tert-butyl)-1-((R)-2-hydroxy-4-methylpentanoyl)-N-((S)-3-oxo-1-((S)-2-oxopyrrolidin-3-yl)-4-(trifluoromethoxy)butan-2-yl)piperidine-2-carboxamide